4-(6-(4-((6-methoxypyridin-3-yl)methyl)piperazin-1-yl)pyridin-3-yl)-N-methyl-6-(1-Methyl-1H-pyrazol-4-yl)pyrazolo[1,5-a]pyridine-3-carboxamide COC1=CC=C(C=N1)CN1CCN(CC1)C1=CC=C(C=N1)C=1C=2N(C=C(C1)C=1C=NN(C1)C)N=CC2C(=O)NC